C(CCCCCC(C)C)OC(=O)C1CCC(CC1)C(=O)OCCCCCCC(C)C.[Si](C)(C)(C(C)(C)C)C=1SC=C(N1)CO[Si](C)(C)C(C)(C)C 2-(tert-butyldimethylsilyl)-4-(((tert-butyldimethylsilyl)oxy)methyl)thiazole Diisononyl-1,4-cyclohexandicarboxylat